FC1=C(C=CC=C1)N1CC(CC1=O)NC(=O)NC1=C(C=CC=C1)C 1-[1-(2-fluorophenyl)-5-oxopyrrolidin-3-yl]-3-(2-methylphenyl)urea